FC(=C1[C@@](N(CC1)C(=O)OC(C)(C)C)(C(=O)OCC)CCCO)F 1-(t-butyl) 2-ethyl (R)-3-(difluoromethylene)-2-(3-hydroxypropyl)pyrrolidin-1,2-dicarboxylate